N-(2-(2,6-dioxo-piperidin-3-yl)-1,3-dioxoisoindolin-5-yl)-4-(trifluoromethoxy)benzenesulfonamide 2-(Acryloyloxy)ethyl-4-(dimethylamino)benzoate C(C=C)(=O)OCCOC(C1=CC=C(C=C1)N(C)C)=O.O=C1NC(CCC1N1C(C2=CC=C(C=C2C1=O)NS(=O)(=O)C1=CC=C(C=C1)OC(F)(F)F)=O)=O